NC(C(=O)O)(CCCCB(O)O)CC(=O)OCC1=CC=CC=C1 2-amino-2-(2-(benzyloxy)-2-oxoethyl)-6-boronohexanoic acid